(2S,3R,4R,5S)-1-(3-(2-fluorophenyl)propyl)-2-(hydroxymethyl)piperidine-3,4,5-triol FC1=C(C=CC=C1)CCCN1[C@H]([C@H]([C@@H]([C@H](C1)O)O)O)CO